BrC1=CC(=C(CN2C(NCC=3C=NC=4C=C(C(=CC4C32)F)OC)=O)C(=C1)F)F 1-(4-bromo-2,6-difluorobenzyl)-9-fluoro-8-methoxy-3,4-dihydropyrimido[5,4-c]quinolin-2(1H)-one